3-(3-Methyl-5-(4-(6-nitropyridin-3-yl)piperazin-1-yl)-2-oxo-2,3-dihydro-1H-benzo[d]imidazol-1-yl)piperidine-2,6-dione CN1C(N(C2=C1C=C(C=C2)N2CCN(CC2)C=2C=NC(=CC2)[N+](=O)[O-])C2C(NC(CC2)=O)=O)=O